N-cyclohexyl-para-toluenesulfonamide C1(CCCCC1)NS(=O)(=O)C1=CC=C(C)C=C1